ClC=1C=C(C=CC1OC1=CC=CC=C1)N1C(N(C(NC1=O)=O)C1=CC=CC=C1)=O 1-(3-chloro-4-phenoxyphenyl)-3-phenyl-1,3,5-triazinane-2,4,6-trione